methylene 1,1-propanedisulfonate C1(CC)S(=O)(=O)OCOS1(=O)=O